N-(2-amino-6-bromobenzyl)-N-(2-(1,1-dioxidotetrahydro-2H-thiopyran-4-yl)ethyl)-3-(trifluoromethyl)-1H-pyrazole-5-carboxamide NC1=C(CN(C(=O)C2=CC(=NN2)C(F)(F)F)CCC2CCS(CC2)(=O)=O)C(=CC=C1)Br